NC=1N=NC(=CC1C=1C=NN(C1)C1CCC(CC1)N1CCN(CC1)C1=CC=CC2=C1OCCN2C2C(NC(CC2)=O)=O)C2=C(C=CC=C2)O 3-(8-(4-((1s,4s)-4-(4-(3-amino-6-(2-hydroxyphenyl)pyridazin-4-yl)-1H-pyrazol-1-yl)cyclohexyl)piperazin-1-yl)-2,3-dihydro-4H-benzo[b][1,4]oxazin-4-yl)piperidine-2,6-dione